9-((2'-(2-(dimethylamino)ethoxy)-[1,1'-biphenyl]-4-yl)methyl)-2-(2-isopropylphenyl)-7-methyl-7,9-dihydro-8H-purin-8-one CN(CCOC1=C(C=CC=C1)C1=CC=C(C=C1)CN1C2=NC(=NC=C2N(C1=O)C)C1=C(C=CC=C1)C(C)C)C